Fmoctetrazole C(=O)(OCC1C2=CC=CC=C2C2=CC=CC=C12)C1=NN=NN1